2-(2-(4-(4-(5-(2,5-dichlorophenyl)-4,5-dihydroisoxazol-3-yl)thiazol-2-yl)piperidin-1-yl)-2-oxoethoxy)pyrimidine-4-carbonitrile ClC1=C(C=C(C=C1)Cl)C1CC(=NO1)C=1N=C(SC1)C1CCN(CC1)C(COC1=NC=CC(=N1)C#N)=O